FC1=CC=C(C=C1)C1=NOC(=C1COC1=C(C#N)C=CC=N1)C([2H])([2H])[2H] (3-(4-fluorophenyl)-5-(methyl-d3)isoxazol-4-ylmethoxy)nicotinonitrile